ClC1=CC(=C(C(=O)O)C=C1)C1=CC=C2C(=CN=NC2=C1)NCC1=C(C=C(C=C1)OC)OC 4-chloro-2-[4-[(2,4-dimethoxyphenyl)methylamino]Cinnolin-7-yl]Benzoic acid